4-{[6-(5-chloro-2-fluorophenyl)pyridazin-4-yl]amino}quinolin-7-yl 4-{2-[(tert-butyldiphenylsilyl)oxy]ethyl}piperazine-1-carboxylate [Si](C1=CC=CC=C1)(C1=CC=CC=C1)(C(C)(C)C)OCCN1CCN(CC1)C(=O)OC1=CC=C2C(=CC=NC2=C1)NC1=CN=NC(=C1)C1=C(C=CC(=C1)Cl)F